tert-butyl (S)-4'-(((R)-tert-butylsulfinyl) amino)-4'H,6'H-spiro[piperidine-4,5'-pyrrolo[1,2-b]pyrazole]-1-carboxylate C(C)(C)(C)[S@@](=O)N[C@H]1C2(CN3N=CC=C31)CCN(CC2)C(=O)OC(C)(C)C